[N+](=O)([O-])C1=C(C=CC(=C1)[N+](=O)[O-])NN=CC1=CC(OC)=C(O)C=C1 vanillin-2,4-dinitrophenylhydrazone